4-{4-[1,1-bis(4-hydroxyphenyl)ethyl]-alpha,alpha-dimethylbenzyl}phenol OC1=CC=C(C=C1)C(C)(C1=CC=C(C=C1)O)C1=CC=C(C(C)(C)C2=CC=C(C=C2)O)C=C1